9,9-difluorofluorene FC1(C2=CC=CC=C2C=2C=CC=CC12)F